5-tert-butyl-2-[4-[2-(1-piperidyl)ethoxy]phenyl]pyrazol-3-amine C(C)(C)(C)C=1C=C(N(N1)C1=CC=C(C=C1)OCCN1CCCCC1)N